C(#N)N1C2CCC(C1)[C@H]2NC(=O)C2=NNC(=C2)C=2C=NC=CC2SC2=CC=C(C=C2)F N-((7R)-2-Cyano-2-azabicyclo[2.2.1]heptan-7-yl)-5-(4-((4-fluorophenyl)thio)pyridin-3-yl)-1H-pyrazol-3-carboxamid